ClC=1C(=C(C=C(C1)Cl)CNS(=O)C(C)(C)C)SC1=C(C=CC=C1)CO N-[[3,5-dichloro-2-[2-(hydroxymethyl)phenyl]sulfanyl-phenyl]methyl]-2-methyl-propane-2-sulfinamide